ClC1=C(C=CC=C1)CN1N=NC2=C1N=C(N=C2N2CC(CC2)(F)F)OC2COC2 3-[(2-Chlorophenyl)methyl]-7-(3,3-difluoropyrrolidin-1-yl)-5-(oxetan-3-yloxy)triazolo[4,5-d]pyrimidine